N-[(1S)-1-cycloheptyl-2-[2-fluoro-4-[(1R)-1-methyl-2-[methyl(2,2,2-trifluoroethyl)amino]-2-oxo-ethyl]anilino]-2-oxo-ethyl]-2-ethyl-pyrazole-3-carboxamide C1(CCCCCC1)[C@@H](C(=O)NC1=C(C=C(C=C1)[C@H](C(=O)N(CC(F)(F)F)C)C)F)NC(=O)C=1N(N=CC1)CC